C(CCCCCCCCCCCC)(=O)OCCO ethylene glycol tridecanoate